2-methylamino-3H-phenol CNC1C(=CC=CC1)O